C(C1=CC(C(=O)[O-])=CC(C(=O)[O-])=C1)(=O)[O-].[Zn+2].C(C1=CC(C(=O)[O-])=CC(C(=O)[O-])=C1)(=O)[O-].[Zn+2].[Zn+2] zinc trimesate